(R)-N-(4-(4-(2-amino-6-methylpyrimidin-4-yl)-1,4-oxazepan-3-yl)-3-chlorophenyl)acetamide NC1=NC(=CC(=N1)N1[C@@H](COCCC1)C1=C(C=C(C=C1)NC(C)=O)Cl)C